N-(6-((3-fluoro-4-methoxyphenyl)amino)-1H-pyrazolo[3,4-b]pyridin-3-yl)-4-(1-methylpiperidin-4-yl)benzamide, Acetic acid salt C(C)(=O)O.FC=1C=C(C=CC1OC)NC1=CC=C2C(=N1)NN=C2NC(C2=CC=C(C=C2)C2CCN(CC2)C)=O